N-cyclopentyl-7-methoxy-6-[3-(pyrrolidin-1-yl)propoxy]-1H,2H,3H-cyclopenta[b]quinolin C1(CCCC1)N1C2C(=CC=3C=C(C(=CC13)OCCCN1CCCC1)OC)CCC2